2-((5-isobutyl-1-(3-(trifluoromethyl)bicyclo[1.1.1]pentan-1-yl)-1H-pyrazol-3-yl)amino)-5-(thiophen-2-yl)nicotinate C(C(C)C)C1=CC(=NN1C12CC(C1)(C2)C(F)(F)F)NC2=C(C(=O)[O-])C=C(C=N2)C=2SC=CC2